BrC=1C=C2C(N(C(=NC2=C(C1)C(C)NC1=C(C(=O)O)C=CC=C1)N1CCC(CC1)(F)F)C)=O 2-((1-(6-Bromo-2-(4,4-difluoropiperidin-1-yl)-3-methyl-4-oxo-3,4-dihydroquinazolin-8-yl)ethyl)amino)benzoic acid